ClC1=CC(=C(C=C1)N(S(=O)(=O)C=1C=CC2=C(C(=C(O2)C(=O)OCC)C)C1)CC)CN(C(C(C)(C)C)=O)CC=1OC=CC1 ethyl 5-(N-(4-chloro-2-((N-(furan-2-ylmethyl) pivaloamido) methyl) phenyl)-N-ethylsulfamoyl)-3-methylbenzofuran-2-carboxylate